N[C@@H]1CC=CC[C@H]1C1=C(C=2N=C(N=C(C2S1)NCC=1SC=CC1)Cl)Br 6-((1R,6R)-6-aminocyclohex-3-en-1-yl)-7-bromo-2-chloro-N-(thiophen-2-ylmethyl)thieno[3,2-d]pyrimidin-4-amine